NCCNC(=O)C=1N=C(SC1)C1=CN=C(O1)C1=CC=CC=C1 N-(2-aminoethyl)-2-(2-phenyl-1,3-oxazol-5-yl)-1,3-thiazole-4-carboxamide